CC1=CC(=C(C=C1)OCCCC(F)(F)F)[N+](=O)[O-] 4-methyl-2-nitro-1-(4,4,4-trifluorobutoxy)benzene